2-(4-(4-methoxybenzyl)piperazin-1-yl)-6-(2-methyl-8-(trifluoromethyl)imidazo[1,2-a]pyridin-6-yl)thiazolo[4,5-d]pyrimidin-7(6H)-one COC1=CC=C(CN2CCN(CC2)C=2SC3=C(N=CN(C3=O)C=3C=C(C=4N(C3)C=C(N4)C)C(F)(F)F)N2)C=C1